3-bromo-5-chloropicolinic acid BrC=1C(=NC=C(C1)Cl)C(=O)O